FC(C(=O)O)(F)F.C1(CCCCC1)C1CC(CN(C1)S(=O)(=O)N1CCOCC1)COC1=NC=CC(=C1)CN (2-((5-Cyclohexyl-1-(morpholinosulfonyl)piperidin-3-yl)methoxy)pyridin-4-yl)methanamine 2,2,2-trifluoroacetate